rac-4-methyl-5,6,7,8-tetrahydroquinolin-8-ol CC1=CC=NC=2[C@@H](CCCC12)O |r|